C(#N)C1=C(C=C(C=C1)C=1C=C(C(=O)N2[C@@H]3C[C@@H]([C@H]2CC3)NS(=O)(=O)C3=C(C=C(C=C3)[N+](=O)[O-])[N+](=O)[O-])C=CC1C1=C(C=C(C=C1)CC(C)(C)O)F)F |o1:14,16,17| N-[(1S,3S,4R)-rel-7-[3-(4-cyano-3-fluoro-phenyl)-4-[2-fluoro-4-(2-hydroxy-2-methyl-propyl)phenyl]benzoyl]-7-azabicyclo[2.2.1]hept-3-yl]-2,4-dinitrobenzenesulfonamide